3-[2-(4-chloro-3-fluorophenoxy)acetamido]-N-{[4-(difluoromethoxy)phenyl]methyl}bicyclo[1.1.1]pentane-1-carboxamide ClC1=C(C=C(OCC(=O)NC23CC(C2)(C3)C(=O)NCC3=CC=C(C=C3)OC(F)F)C=C1)F